N-(4-(trifluoromethoxy)pyridin-2-yl)pyrimidin-4-amine FC(OC1=CC(=NC=C1)NC1=NC=NC=C1)(F)F